(Z)-5-bromo-3,4-dihydronaphthalen BrC1=C2CCC=CC2=CC=C1